2-((3-cyclopropylprop-2-yn-1-yl)oxy)isoindoline-1,3-dione C1(CC1)C#CCON1C(C2=CC=CC=C2C1=O)=O